N-ethyl-N,N-dioctadecyl-ammonium tetrakis(perfluoronaphthalene-2-yl)borate FC1=C(C(=C(C2=C(C(=C(C(=C12)F)F)F)F)F)F)[B-](C1=C(C2=C(C(=C(C(=C2C(=C1F)F)F)F)F)F)F)(C1=C(C2=C(C(=C(C(=C2C(=C1F)F)F)F)F)F)F)C1=C(C2=C(C(=C(C(=C2C(=C1F)F)F)F)F)F)F.C(C)[NH+](CCCCCCCCCCCCCCCCCC)CCCCCCCCCCCCCCCCCC